[Na].COCCO[C@@H]1[C@@H](CN(CC1)C1=NC=CC(=N1)SC)O |r| rac-cis-4-(2-methoxyethoxy)-1-(4-methylthiopyrimidin-2-yl)piperidin-3-ol sodium